ClC1=C(C(=CC(=C1)C(F)(F)F)Cl)N1N=CC(=C1)C1=C2C(=NC=C1)NC=C2 4-{1-[2,6-dichloro-4-(trifluoromethyl)phenyl]-1H-pyrazol-4-yl}-1H-pyrrolo[2,3-b]pyridine